4-(((7-(8-ethyl-7-fluoro-3-hydroxynaphthalen-1-yl)-8-fluoro-2-(((2R,7aS)-2-fluorohexahydro-1H-pyrrolizin-7a-yl)methoxy)pyrido[4,3-d]pyrimidin-4-yl)(methyl)amino)methyl)azetidin-2-one C(C)C=1C(=CC=C2C=C(C=C(C12)C1=C(C=2N=C(N=C(C2C=N1)N(C)CC1CC(N1)=O)OC[C@]12CCCN2C[C@@H](C1)F)F)O)F